4-methylphenyl-glycine CC1=CC=C(C=C1)NCC(=O)O